5-([1,1'-biphenyl]-4-yl)-2-(methylsulfonyl)-1-((2-(trimethylsilyl)ethoxy)methyl)-1H-naphtho[1,2-d]imidazole C1(=CC=C(C=C1)C1=CC2=C(N(C(=N2)S(=O)(=O)C)COCC[Si](C)(C)C)C2=CC=CC=C12)C1=CC=CC=C1